CC(CC/C=C(/C)\\CC/C=C(\\C)/CC/C=C(\\C)/CCC=C(C)C)CCOP(=O)([O-])OP(=O)([O-])OC1[C@@H]([C@H]([C@@H]([C@H](O1)CO)O[C@H]2[C@@H]([C@H]([C@@H]([C@H](O2)CO)O[C@H]3[C@H]([C@H]([C@@H]([C@H](O3)CO[C@@H]4[C@H]([C@H]([C@@H]([C@H](O4)CO)O)O[C@@H]5[C@H]([C@H]([C@@H]([C@H](O5)CO)O)O)O[C@@H]6[C@H]([C@H]([C@@H]([C@H](O6)CO)O)O)O)O)O)O[C@@H]7[C@H]([C@H]([C@@H]([C@H](O7)CO)O)O)O[C@@H]8[C@H]([C@H]([C@@H]([C@H](O8)CO)O)O)O[C@@H]9[C@H]([C@H]([C@@H]([C@H](O9)CO)O)O)O)O)O)NC(=O)C)O)NC(=O)C The molecule is the dolichyl diphosphooligosaccharide(2-) species that is the dianion formed by loss of protons from the diphospho linkage in alpha-D-Man-(1->2)-alpha-D-Man-(1->2)-alpha-D-Man-(1->3)-[alpha-D-Man-(1->2)-alpha-D-Man-(1->3)-alpha-D-Man-(1->6)]-beta-D-Man-(1->4)-beta-D-GlcNAc-(1->4)-D-GlcNAc(PP-Dol); major microspecies at pH 7.3. It is a conjugate base of an alpha-D-Man-(1->2)-alpha-D-Man-(1->2)-alpha-D-Man-(1->3)-[alpha-D-Man-(1->2)-alpha-D-Man-(1->3)-alpha-D-Man-(1->6)]-beta-D-Man-(1->4)-beta-D-GlcNAc-(1->4)-D-GlcNAc(PP-Dol).